CCCCCC/C=C/C=C Decadiene